FC1=C(NC2=C3C(=NC=N2)NN=C3C3CCN(CC3)C(C=C)=O)C=CC(=C1)OC=1SC=C(N1)C=1C=NC(=C(C1)F)C 1-[4-[4-[2-fluoro-4-[4-(5-fluoro-6-methyl-3-pyridyl)thiazol-2-yl]oxy-anilino]-1H-pyrazolo[3,4-d]pyrimidin-3-yl]-1-piperidyl]prop-2-en-1-one